ClC=1C(=NC=C(C1)Cl)C=O 3,5-dichloropyridine-carbaldehyde